C(C)(=O)N([C@@H](C)C(=O)N[C@H](CCC(N)=O)C(=O)O)C1[C@H](N)[C@@H](O[C@@H](C(=O)O)C)[C@H](O)[C@H](O1)CO N-acetylmuramyl-L-alanyl-D-glutamine